N1=CN=C(C=C1)C1=C(C(=O)N2CCC(CC2)(C#N)CC2=NC=C(C=C2)C(F)(F)F)C=CC=N1 1-(2-(pyrimidin-4-yl)nicotinoyl)-4-((5-(trifluoromethyl)pyridin-2-yl)methyl)piperidine-4-carbonitrile